C(C1=CC=CC=C1)OCC1CCSCC1 4-((benzyloxy)methyl)tetrahydro-2H-thiopyran